C(CCCCCC)NCC(=O)O N-1-heptylaminoacetic acid